2-(2-carboxyacetamido)benzoic acid C(=O)(O)CC(=O)NC1=C(C(=O)O)C=CC=C1